C(C)(=O)N[C@@H](CC(C)C)C(=O)N[C@@H](CC(C)C)C(=O)N[C@@H](CCCNC(N)=N)C=O N-acetyl-L-leucyl-L-leucyl-L-argininal